C(C1=CC=CC=C1)C1(CCN(CC1)C1=CC=C(C=N1)C=1C=2N(C=C(C1)OCC)N=CC2C#N)C=O 4-(6-(4-benzyl-4-formylpiperidin-1-yl)pyridin-3-yl)-6-ethoxypyrazolo[1,5-a]pyridine-3-carbonitrile